OC=1C(C=C(OC1)CN1N=NC(=C1)COC1=C(C=O)C=CC(=C1)Cl)=O 2-((1-((5-hydroxy-4-oxo-4H-pyran-2-yl)methyl)-1H-1,2,3-triazol-4-yl)methoxy)-4-chlorobenzaldehyde